FC1=CC=C2C(=CNC2=C1)CCOC1=NC(=NC2=C1OCCN2)C2=CN=C(S2)C 4-[2-(6-fluoro-1H-indol-3-yl)ethoxy]-2-(2-methylthiazol-5-yl)-7,8-dihydro-6H-pyrimido[5,4-b][1,4]oxazine